methyl 6-[2-(tert-butoxy)-1-cyano-2-oxoethyl]pyridine-3-carboxylate C(C)(C)(C)OC(C(C#N)C1=CC=C(C=N1)C(=O)OC)=O